3-(sulfonyl)cyclobutanone (S)-benzyl-5-((tert-butoxycarbonyl)amino)-2-(1,3-dioxoisoindolin-2-yl)-3,3-dimethylpentanoate C(C1=CC=CC=C1)OC([C@H](C(CCNC(=O)OC(C)(C)C)(C)C)N1C(C2=CC=CC=C2C1=O)=O)=O.S(=O)(=O)=C1CC(C1)=O